Butyldodecylphosphonium C(CCC)[PH2+]CCCCCCCCCCCC